C(C)(C)(C)OC(=O)N1C[C@H](CC1)[C@@H](C(=O)N1C(OC[C@H]1CC1=CC=CC=C1)=O)CC1=COC2=C1C=C(C=C2)Br (3R)-3-[(2S)-1-[(4R)-4-benzyl-2-oxo-1,3-oxazolidin-3-yl]-3-(5-bromo-1-benzofuran-3-yl)-1-oxopropane-2-yl]pyrrolidine-1-carboxylic acid tert-butyl ester